6-Bromo-4-chloro-5-fluoro-7-methoxyquinoline-3-carboxylate BrC=1C(=C2C(=C(C=NC2=CC1OC)C(=O)[O-])Cl)F